(S)-(3-methyl-4-(1-phenylethoxy)phenyl)boronic acid pinacol ester CC=1C=C(C=CC1O[C@@H](C)C1=CC=CC=C1)B1OC(C)(C)C(C)(C)O1